trans-methyl 2-(3-oxo-2-pentylcyclopentyl)acetate O=C1[C@H]([C@@H](CC1)CC(=O)OC)CCCCC